4-(1-(2-methyl-2,3-dihydrobenzofuran-6-yl)ethyl)piperazine 3-(4-formyl-2-methylthiopyrimidin-5-yl)-2-propynyl-benzoate C(=O)C1=NC(=NC=C1C=1C(=C(C(=O)O)C=CC1)C#CC)SC.CC1OC2=C(C1)C=CC(=C2)C(C)N2CCNCC2